4-(2-(4-(4-(1-cyclopropyl-2-(4-(methylsulfonyl)phenyl)-1H-imidazo[4,5-c]pyridin-6-yl)phenyl)piperazin-1-yl)ethyl)morpholine C1(CC1)N1C(=NC=2C=NC(=CC21)C2=CC=C(C=C2)N2CCN(CC2)CCN2CCOCC2)C2=CC=C(C=C2)S(=O)(=O)C